QUINUCLIDINE-3-CARBALDEHYDE N12CC(C(CC1)CC2)C=O